FC1=C(C=C(C(=C1)C1=NC(=CC=C1)O)F)CC=1N(C2=C(N1)C=CC(=C2)C(=O)OC)C[C@H]2OCC2 methyl 2-[[2,5-difluoro-4-(6-hydroxy-2-pyridyl)phenyl]methyl]-3-[[(2S)-oxetan-2-yl] methyl]benzimidazole-5-carboxylate